C(C)(C)(C)OC(=O)N1C2(CC2)CN(CC1)C1=CC2=C(NC(O2)=O)C=C1 7-(2-oxo-3H-1,3-benzoxazol-6-yl)-4,7-diazaspiro[2.5]octan-4-carboxylic acid tert-butyl ester